(S)-2-(6-(4,4,5,5-tetramethyl-1,3,2-dioxaborolan-2-yl)isochroman-8-yl)pyrrolidine-1-carboxylic acid tert-butyl ester C(C)(C)(C)OC(=O)N1[C@@H](CCC1)C=1C=C(C=C2CCOCC12)B1OC(C(O1)(C)C)(C)C